BrC1=C(C=C2C(=NC(=NC2=C1F)F)N([C@H]1[C@H](N(CC1)C(=O)OC(C)(C)C)C)C)Cl tert-butyl (2R,3R)-3-[(7-bromo-6-chloro-2,8-difluoro-quinazolin-4-yl)-methyl-amino]-2-methyl-pyrrolidine-1-carboxylate